2-((1-(2-(4-cyanopiperidin-1-yl)-3,6-dimethyl-4-oxo-3,4-dihydroquinazolin-8-yl)ethyl)amino)benzoic acid C(#N)C1CCN(CC1)C1=NC2=C(C=C(C=C2C(N1C)=O)C)C(C)NC1=C(C(=O)O)C=CC=C1